(4R)-4-isopropenyl-2-methylene-cyclohexanol C(=C)(C)[C@H]1CC(C(CC1)O)=C